C(C1=CC=CC=C1)(=O)O[C@@H]1[C@@H](OCC1)C(=O)N1CCC(CC1)[C@@H](N[S@@](=O)C(C)(C)C)C1=C(C=C(C(=C1)Cl)Cl)OCC=C (2R,3S)-2-[4-[(R)-[4,5-dichloro-2-(prop-2-en-1-yloxy)phenyl]([[(S)-2-methylpropane-2-sulfinyl]amino])methyl]piperidine-1-carbonyl]oxolan-3-yl benzoate